(R)-N-(1-(6,7-difluoro-1-oxo-1,2-dihydroisoquinolin-4-yl)ethyl)-3-fluoro-N-isobutyl-4-(trifluoromethyl)benzamide FC=1C=C2C(=CNC(C2=CC1F)=O)[C@@H](C)N(C(C1=CC(=C(C=C1)C(F)(F)F)F)=O)CC(C)C